CCCCCCCCC(CCCCCCCC)OC(CCCCCCCN(CCCCCC(OCCCCCCCCCCC)=O)CCO)=O.CN(CCN(CCCCCCCC(=O)OC(CCCCCCCC)CCCCCCCC)CCCCCCCC(=O)OCCCCCCCCC)C Heptadecan-9-yl 8-((2-(dimethylamino)ethyl)(8-(nonyloxy)-8-oxooctyl)amino)octanoate Heptadecan-9-yl-8-((2-hydroxyethyl)(6-oxo-6-(undecyloxy)hexyl)amino)octanoate